BrC=1C(=C(OC=2C=NNC2C)C=CC1)F 4-(3-bromo-2-fluorophenoxy)-5-methyl-1H-pyrazole